(Z)-tetracos-6-en-10-ol CCCCC\C=C/CCC(CCCCCCCCCCCCCC)O